C(C)C=1C(NC=2C=C(C=NC2C1)CN1CCN(CC1)C=1C=CC(=NC1)C(=O)N[C@@H]1CNCC1)=O (S)-5-(4-((7-Ethyl-6-oxo-5,6-dihydro-1,5-naphthyridin-3-yl)methyl)piperazin-1-yl)-N-(pyrrolidin-3-yl)picolinamide